(5S,8S,10aR)-3-(3,3-difluorocyclobutane-1-carbonyl)-N-(4-fluorobenzyl)-5-((S)-2-(methylamino)propanamido)-6-oxodecahydropyrrolo[1,2-a][1,5]diazocine-8-carboxamide hydrochloride Cl.FC1(CC(C1)C(=O)N1CC[C@@H]2N(C([C@H](C1)NC([C@H](C)NC)=O)=O)[C@@H](CC2)C(=O)NCC2=CC=C(C=C2)F)F